2-(5-chloro-1-(oxetan-3-yl)-7-(pyrrolidin-1-ylmethyl)-1H-pyrazolo[4,3-b]pyridin-3-yl)isoindoline-1,3-dione ClC1=CC(=C2C(=N1)C(=NN2C2COC2)N2C(C1=CC=CC=C1C2=O)=O)CN2CCCC2